8-[(1-tert-Butoxycarbonyl-4-cyano-piperidin-4-ylmethyl)-amino]-6-(3-fluoro-pyridin-4-yl)-imidazo[1,2-a]pyrazine-2-carboxylic acid ethyl ester C(C)OC(=O)C=1N=C2N(C=C(N=C2NCC2(CCN(CC2)C(=O)OC(C)(C)C)C#N)C2=C(C=NC=C2)F)C1